C(C)(C)(C)OC(=O)N[C@@H]1C[C@@H](CC1)C(=O)O (1R,3S)-3-(tert-butoxycarbonylamino)cyclopentanecarboxylic acid